CC1=NN2C(=NC(=CC2=N1)N1CCCC1)C=1OC(=CC1)C (2R)-N-[2-methyl-5-(5-methylfuran-2-yl)-[1,2,4]triazolo[1,5-c]pyrimidin-7-yl]pyrrolidine